C(C)(C)C1=CC(=CC(=C1)C(C)C)C(C)C 1,3,5-Triisopropylbenzene